BrC1=CC=C(C=C1)C1(CCCN(CCC1)C(=O)OC(C)(C)C)O tert-Butyl 5-(4-bromophenyl)-5-hydroxyazocane-1-carboxylate